C(CCC)OCCC1=CC=C(C=C1)C(=N)N(C)C (4-(2-butoxyethyl)phenyl)-N,N-dimethylformamidine